BrC1C(CC(CC1)C(CBr)Br)Br 1,2-dibromo-4-(1,2-dibromoethyl)-cyclohexane